C1(CC1)C1=NC(=C2N1C=CC(=C2)C2=CC=C(C=C2)C(N(C)C)=O)C(=O)OCC ethyl 3-cyclopropyl-7-(4-(dimethylcarbamoyl)phenyl)imidazo[1,5-a]pyridine-1-carboxylate